C(CCCCCCCCCCCC)(=O)N[C@@H](CO)[C@H](O)CCCCCCCCCCCCCCC N-(tridecanoyl)-sphinganine